rac-N-((1s,3s)-2,2-Dimethyl-3-((6-(1-methyl-1H-pyrazol-4-yl)pyrazolo[1,5-a]pyrazin-4-yl)oxy)cyclobutyl)-N-methylacrylamide CC1([C@H](C[C@@H]1OC=1C=2N(C=C(N1)C=1C=NN(C1)C)N=CC2)N(C(C=C)=O)C)C |r|